N[C@H]1CN(CC1)C1=C(C=NC=2NC3=C(C=C(C(=C3C21)F)F)NCC)C=2C=NC(=NC2)OC 4-[(3R)-3-Aminopyrrolidin-1-yl]-N-ethyl-5,6-difluoro-3-(2-methoxypyrimidin-5-yl)-9H-pyrido[2,3-b]indol-8-amine